C(C)(C)(C)OC(=O)N1CC(CCC1)C(NC=1SC2=C(N1)C(=CC=C2)Br)=O.CN2C(=NN=C2)S[C@@H](C)C=2C=C(C=CC2)N2N=NC(=C2)C=2C=C(C(=O)N)C=CC2 (S)-3-(1-(3-(1-(4-methyl-4H-1,2,4-triazol-3-ylsulfanyl)ethyl)phenyl)-1H-1,2,3-triazol-4-yl)benzamide tert-butyl-3-[(4-bromo-1,3-benzothiazol-2-yl)carbamoyl]piperidine-1-carboxylate